CC=1SC2=C(C1C(=O)N)C=C(C=C2)OCC=2C(=NC=CC2)C(F)(F)F 2-methyl-5-{[2-(trifluoromethyl)pyridin-3-yl]methoxy}-1-benzothiophene-3-carboxamide